2-(3,3-difluoroazetidine-1-carbonyl)-1-methyl-1,4,5,7-tetrahydro-6H-pyrrolo[2,3-c]pyridine FC1(CN(C1)C(=O)C1=CC2=C(CNCC2)N1C)F